(+-)-N-(3-aminopropyl)-N,N-dimethyl-2,3-bis(tetradecyloxy)-1-propanaminium bromide [Br-].NCCC[N+](C[C@H](COCCCCCCCCCCCCCC)OCCCCCCCCCCCCCC)(C)C |r|